ClC1=C(C=C(C=C1)C1=CC=NC=2N1N=C(C2C2=NC=1C(=NC=C(C1)C(F)(F)F)N2C)SCC)F 2-(7-(4-chloro-3-fluorophenyl)-2-(ethylthio)pyrazolo[1,5-a]pyrimidin-3-yl)-3-methyl-6-(trifluoromethyl)-3H-imidazo[4,5-b]pyridine